FC1=C(C=C(C(=C1)C)S(=O)CC(F)(F)F)N1N=C(N=C1N)C(F)(F)F 1-[2-fluoro-4-methyl-5-[(2,2,2-trifluoroethyl)sulfinyl]phenyl]-3-(tri-fluoromethyl)-1H-1,2,4-triazole-5-amine